C([C@@H]([C@H](C(=O)O)O)O)OP(=O)(O)O D-4-phosphoerythronic acid